N-methyl-1-(4-(methylsulfonyl)phenyl)methanamine CNCC1=CC=C(C=C1)S(=O)(=O)C